The molecule is a naphthalenesulfonic acid that is naphthalene-1,3-disulfonic acid carrying additional hydroxy and phenyldiazenyl substituents at positions 7 and 8 respectively. The disodium salt is the biological stain 'orange G'. It is a member of azobenzenes, a naphthalenesulfonic acid and a member of naphthols. It is a conjugate acid of a 7-hydroxy-8-[(E)-phenyldiazenyl]naphthalene-1,3-disulfonate. C1=CC=C(C=C1)N=NC2=C(C=CC3=CC(=CC(=C32)S(=O)(=O)O)S(=O)(=O)O)O